C(CCC)N(C(=O)OCC1=C(C=NN1C)C1=NC=C(C(=N1)C)OC1CCCCC1)C (1S,3S)-3-((2-(5-(((Butyl(methyl)carbamoyl)oxy)methyl)-1-methyl-1H-pyrazol-4-yl)-4-methylpyrimidin-5-yl)oxy)cyclohexan